1-(2,4,6-trichlorophenyl)propan-2-one O-methyl oxime CON=C(CC1=C(C=C(C=C1Cl)Cl)Cl)C